6'-fluoro-N-(4-fluoro-3-((2-hydroxypropyl)carbamoyl)benzyl)-1'-methyl-4'-oxo-3',4'-dihydro-1'h-spiro[piperidine-4,2'-quinoline]-1-carboxamide FC=1C=C2C(CC3(N(C2=CC1)C)CCN(CC3)C(=O)NCC3=CC(=C(C=C3)F)C(NCC(C)O)=O)=O